Trans-2-methyl-2-pentenoic acid CC/C=C(\C)/C(=O)O